1-Bromo-4-trimethylsilylbenzene BrC1=CC=C(C=C1)[Si](C)(C)C